FC=1C(=NC(=NC1)NC1CCN(CC1)S(=O)(=O)C)C1=C(N=C(S1)C#N)C 5-[5-fluoro-2-[(1-methylsulfonyl-4-piperidyl)amino]pyrimidin-4-yl]-4-methyl-thiazole-2-carbonitrile